FC=1C(=NC=CC1)[C@H](C)NC=1SC(=CN1)C(=O)N1CCC(CC1)N1CC(CCC1)C1=CC=CC=C1 (2-{[(1S)-1-(3-Fluoropyridin-2-yl)ethyl]amino}-1,3-thiazol-5-yl)[3-phenyl[1,4'-bipiperidine]-1'-yl]methanone